OCN(C)CCC[Si](OC)(OC)OC N-(hydroxymethyl)-N-methylaminopropyltrimethoxysilane